6-(2,4-dichloro-7-((2-(trimethylsilyl)ethoxy)methyl)-7H-pyrrolo[2,3-d]pyrimidin-5-yl)quinoline ClC=1N=C(C2=C(N1)N(C=C2C=2C=C1C=CC=NC1=CC2)COCC[Si](C)(C)C)Cl